Methyl ((((2R,3S,4R,5R)-5-(4-aminopyrrolo[2,1-f][1,2,4]triazin-7-yl)-5-cyano-3,4-dihydroxytetrahydrofuran-2-yl)methoxy)(4-(tert-butyl)phenoxy)phosphoryl)-L-alaninate NC1=NC=NN2C1=CC=C2[C@]2([C@@H]([C@@H]([C@H](O2)COP(=O)(OC2=CC=C(C=C2)C(C)(C)C)N[C@@H](C)C(=O)OC)O)O)C#N